5-ethynyl-8-phenyl-2-(phenylamino)pyrido[2,3-d]pyrimidin-7(8H)-one C(#C)C1=CC(N(C=2N=C(N=CC21)NC2=CC=CC=C2)C2=CC=CC=C2)=O